FC1=C2C(=C(C=3N=C(NC31)C(C)(C)O)F)CC(C2)C=O 4,8-difluoro-2-(1-hydroxy-1-methyl-ethyl)-3,5,6,7-tetrahydrocyclopenta[f]benzimidazole-6-carbaldehyde